C12COCC(CC1)N2C2=NC(=NC(=N2)N2CCOCC2)C=2C(=CC(=NC2)N)C(F)F 5-(4-(3-oxa-8-azabicyclo[3.2.1]oct-8-yl)-6-morpholino-1,3,5-triazin-2-yl)-4-(difluoromethyl)pyridin-2-amine